N1(C=NC=C1)CCOC1=C(C(=O)O)C=CC=C1OC.N(C)C[C@H](O)[C@@H](O)[C@H](O)[C@H](O)CO meglumine (2-(1H-imidazol-1-yl)ethoxy)-3-methoxybenzoate